Cl.NC1(CC1)C=1N=C(SC1)NS(=O)(=O)C1CC1 N-(4-(1-aminocyclopropyl)thiazol-2-yl)cyclopropanesulfonamide hydrochloride